Uridine 5-monophosphate C1=CN(C(=O)NC1=O)[C@H]2[C@@H]([C@@H]([C@H](O2)COP(=O)(O)O)O)O